C(C1CO1)OCCC[Si](OC)(C)CCCOCC1CO1 bis(γ-glycidoxypropyl)methylmethoxysilane